ClC1=C(C=CC(=C1)Cl)[C@@H](C)N1N=NC=2C1=NC(=CN2)N2CC(C2)[C@@H]2CN(CCC2)C2CSCCC2 1-((R)-1-(2,4-dichlorophenyl)ethyl)-6-(3-((R)-1-(thiinane-3-yl)piperidin-3-yl)azetidin-1-yl)-1H-[1,2,3]triazolo[4,5-b]pyrazine